((9S)-4-chloro-9-ethyl-5-fluoro-9-hydroxy-10,13-dioxo-2,3,9,10,13,15-hexahydro-1H,12H-benzo[de]pyrano[3',4':6,7]indolizino[1,2-b]quinolin-1-yl)-2-cyclopropyl-2-hydroxyacetamide ClC1=C2C=3C(=C4C(=NC3C=C1F)C1=CC3=C(C(N1C4)=O)COC([C@]3(O)CC)=O)C(CC2)C(C(=O)N)(O)C2CC2